NC1=NC=C(C2=C1C(=NN2C)C2=CC(=C(C=C2)NS(=O)(=O)C(F)F)O[C@@H](C)C2=CC=C(C=C2)Cl)C=2C=NN(C2)C2CCOCC2 (S)-N-(4-(4-amino-1-methyl-7-(1-(tetrahydro-2H-pyran-4-yl)-1H-pyrazol-4-yl)-1H-pyrazolo[4,3-c]pyridin-3-yl)-2-(1-(4-chlorophenyl)ethoxy)phenyl)-1,1-difluoromethane-sulfonamide